N'-(4-bromophenyl)-2-(4-(1-(2-(4-chlorophenyl)hydrazino)ethylidene)-3,5-dioxopyrrolidin-2-yl)acetohydrazide BrC1=CC=C(C=C1)NNC(CC1NC(C(C1=O)=C(C)NNC1=CC=C(C=C1)Cl)=O)=O